CC12CC3(CC(CC(C1)(C3)C)C2)Br 3,5-dimethyl-1-bromoadamantane